COC=1C=C2C(=NC(=NC2=CC1OCCCN1CCCC1)N1CNCCC1)NC1CCS(CC1)(=O)=O 4-((6-methoxy-7-(3-(pyrrolidin-1-yl)propoxy)-2-(tetrahydropyrimidin-1(2H)-yl)quinazolin-4-yl)amino)tetrahydro-2H-thiopyran 1,1-dioxide